2-methyl-5-nitroaniline CC1=C(N)C=C(C=C1)[N+](=O)[O-]